(7R,14R)-11-(4-(3,3-difluoroazetidin-1-yl)but-1-yn-1-yl)-1-(difluoromethoxy)-6-(methyl-d3)-6,7-dihydro-7,14-methanobenzo[f]benzo[4,5]imidazo[1,2-a][1,4]diazocin-5(14H)-one FC1(CN(C1)CCC#CC1=CC2=C(N=C3N2[C@H]2C4=C(C(N([C@@H]3C2)C([2H])([2H])[2H])=O)C=CC=C4OC(F)F)C=C1)F